[O-]C(=O)C(O)C(O)C(=O)O.C(C)[NH+](CC)CC triethylammonium bitartrate